ClC1=C(C=CC(=C1)Cl)C(CN1NC(=CC(=C1)OC1=CC(=CC=C1)OC)C)F N-[2-(2,4-dichlorophenyl)-2-fluoro-ethyl]-5-(3-methoxyphenoxy)-3-methyl-pyridazine